FC1=C(C(=CC=C1)OC=1C=NC(=CC1)C)CN1C[C@@H](N([C@@H](C1)C)C(C(C)C)=O)C(=O)NCC1=CC=C(C=C1)C1=NC=CC=N1 (2R,6R)-4-({2-fluoro-6-[(6-methylpyridin-3-yl)oxy]phenyl}methyl)-6-methyl-1-(2-methylpropanoyl)-N-{[4-(pyrimidin-2-yl)phenyl]methyl}piperazine-2-carboxamide